4-(2-(4-(4-(1-(pentan-3-yl)-1H-pyrazol-4-yl)pyrazolo[1,5-a]pyrazin-6-yl)-1H-pyrazol-1-yl)ethyl)morpholine CCC(CC)N1N=CC(=C1)C=1C=2N(C=C(N1)C=1C=NN(C1)CCN1CCOCC1)N=CC2